FC1(CC(C1)(C1=NN=CN1C)C=1C=C(C=CC1)N1C=NC2=C(C=C(C=C2C1=O)CNCC(C)C)C(F)(F)F)F 3-(3-(3,3-Difluoro-1-(4-methyl-4H-1,2,4-triazol-3-yl)cyclobutyl)phenyl)-6-((isobutylamino)methyl)-8-(trifluoromethyl)quinazolin-4(3H)-one